ClC=1C(=NC(=NC1)N1C[C@@H](NCC1)C)N1CC(C1)C(=O)N(C)C(C)(C)C1=CN=C2N1C=CC=C2 (S)-1-(5-chloro-2-(3-methylpiperazin-1-yl)pyrimidin-4-yl)-N-(2-(imidazo[1,2-a]pyridin-3-yl)propan-2-yl)-N-methylazetidine-3-carboxamide